C(#N)C=1C(=C(C(=NC1)C(=O)NC=1C=C2C(=NNC2=CC1)C1=CC(=NC=C1)OC)C)C 5-cyano-N-(3-(2-methoxypyridin-4-yl)-1H-indazol-5-yl)-3,4-dimethylpicolinamide